2,3,4-triglycidyloxymethylstyrene C(C1CO1)OCC1=C(C=C)C=CC(=C1COCC1CO1)COCC1CO1